1-propargyl-quinoxaline-2,3(1h,4h)-dione C(C#C)N1C(C(NC2=CC=CC=C12)=O)=O